1-(3-(3-aminopyrrolidin-1-yl)phenyl)-7-chloro-4-(dimethylamino)quinazolin-2(1H)-one NC1CN(CC1)C=1C=C(C=CC1)N1C(N=C(C2=CC=C(C=C12)Cl)N(C)C)=O